ClC=1C=C(C=C(C1)F)C=1C(=NN(C(C1)=O)CC(=O)NC1=NC=NC=C1F)C(C)C 2-[4-(3-chloro-5-fluorophenyl)-6-oxo-3-propan-2-ylpyridazin-1-yl]-N-(5-fluoropyrimidin-4-yl)acetamide